4-(3-Chloro-6-(((2R,7aS)-2-fluorotetrahydro-1H-pyrrolizin-7a(5H)-yl)methoxy)pyrimido[5,4-c]pyridazin-8-yl)-6-methyl-1,4-oxazepan-6-ol ClC1=CC2=C(N=N1)C(=NC(=N2)OC[C@]21CCCN1C[C@@H](C2)F)N2CCOCC(C2)(O)C